[(2R,3S)-2-[(1R)-1-[3,5-Bis(trifluoromethyl)phenyl]ethoxy]-3-(4-fluorophenyl)-4-morpholinyl]methyl-N,N-dimethyl-1H-1,2,3-triazole-4-methanamine hydrochloride Cl.FC(C=1C=C(C=C(C1)C(F)(F)F)[C@@H](C)O[C@@H]1[C@@H](N(CCO1)CN1N=NC(=C1)CN(C)C)C1=CC=C(C=C1)F)(F)F